COS(=O)(=O)C=1C(=CC=CC1)S(=O)(=O)[O-].[Ca+2].COS(=O)(=O)C=1C(=CC=CC1)S(=O)(=O)[O-] Calcium methylbenzenedisulfonate